C(CCCCCCCCCCCCCCCCCCCCC)N n-docosanamine